N-[(1R)-1-(4-Acetyl-3,5-Diethoxyphenyl)Ethyl]-N'-[3,3-Difluoro-1-(1H-Tetrazol-5-Yl)Cyclobutyl]-N-(4-Phenylbutyl)Urea C(C)(=O)C1=C(C=C(C=C1OCC)[C@@H](C)N(C(=O)NC1(CC(C1)(F)F)C1=NN=NN1)CCCCC1=CC=CC=C1)OCC